C1(=CC(=CC=C1)CC(=O)O)C1=CC=CC=C1 3-Biphenylylacetic acid